bromo-4-(trans-4-propylcyclohexyl)benzene cyclopropyl-fumarate C1(CC1)/C(/C(=O)O)=C\C(=O)O.BrC1=CC=C(C=C1)[C@@H]1CC[C@H](CC1)CCC